(R)-5-(1-Aminoisoquinolin-5-yl)-3-(2-(2-ethoxy-2-oxoethyl)phenoxy)-2,3-dihydrospiro[indene-1,4'-piperidine]-1'-carboxylic acid methyl ester COC(=O)N1CCC2(CC1)C[C@H](C1=CC(=CC=C12)C1=C2C=CN=C(C2=CC=C1)N)OC1=C(C=CC=C1)CC(=O)OCC